C(C)(C)(C)OC(=O)N1C2COCC1C=C(C2)C2=CC(=NC=C2)C2=C(N=NC(=C2)Cl)N.CCCC (3-methyl)propan tert-butyl-7-[2-(3-amino-6-chloro-pyridazin-4-yl)-4-pyridyl]-3-oxa-9-azabicyclo[3.3.1]non-6-ene-9-carboxylate